N1(C=NC=C1)C(=O)OC1N(CCC(C1)NC1=CC(=C(C=C1)F)F)C(=O)O.OC1=C(C(=O)N(C2=C(C=CC=C2)C(=O)N2CCOCC2)C)C=C(C(=C1)O)C(C)C 2,4-dihydroxy-5-isopropyl-N-methyl-N-(2-(morpholine-4-carbonyl)phenyl)benzamide 2-((1H-imidazole-1-carbonyl)oxy)-4-((3,4-difluorophenyl)amino)piperidine-1-carboxylate